C(C)OC(CC(=O)NC1=C(C=CC(=C1)C12CC(C1)C2)C#N)=O.FC(C2=CC(=NC=C2)C=O)(F)F (4-(trifluoromethyl)pyridin-2-yl)methanone ethyl-3-((5-(bicyclo[1.1.1]pentan-1-yl)-2-cyanophenyl)amino)-3-oxopropanoate